6-(8-oxa-3-azabicyclo[3.2.1]octan-3-yl)-4-(3,3-dimethylmorpholino)pyridazine C12CN(CC(CC1)O2)C2=CC(=CN=N2)N2C(COCC2)(C)C